BOC-D-glutamic acid alpha-tert-butyl ester CC(C)(C)OC(=O)[C@@H](CCC(=O)O)NC(=O)OC(C)(C)C